C1=CC=C(C=C1)CCNS(=O)(=O)C2=CC=C(C=C2)N 4-amino-N-phenethylbenzenesulfonamide